FCCCCCCC=1CC(=C(CC1C)OC)OC 2-(6-fluorohexyl)-5,6-dimethoxy-3-methylcyclohexa-2,5-diene